FC=1C(=C(C=O)C=C(C1)C(=O)N1CCC2(CC1)OC(C1=CC(=CC=C12)N1CCCC1)=O)O 3-fluoro-2-hydroxy-5-(3-oxo-5-(pyrrolidin-1-yl)-3H-spiro[isobenzofuran-1,4'-piperidine]-1'-carbonyl)benzaldehyde